tert-butyl 5-(6-chloro-1-(tetrahydro-2H-pyran-2-yl)-1H-pyrazolo[4,3-c]pyridin-3-yl)-2,5-diazabicyclo[2.2.2]octane-2-carboxylate ClC1=CC2=C(C=N1)C(=NN2C2OCCCC2)N2C1CN(C(C2)CC1)C(=O)OC(C)(C)C